COC1=CC=C(C=C1)/C=C(/CC(=O)O)\C (E)-4-(4-methoxyphenyl)-3-methylbut-3-enoic acid